C(C)(C)(C)OC(=O)N1CCC=C(C1)C1=CN=CS1 5-(thiazol-5-yl)-3,6-dihydropyridine-1(2H)-carboxylic acid tert-butyl ester